(2S,3R)-2-amino-N,3-dimethylpentanamide hydrochloride Cl.N[C@H](C(=O)NC)[C@@H](CC)C